CN1N=C(C(=C1C)C)O 1,4,5-trimethyl-1H-pyrazol-3-ol